CC1(OB(OC1(C)C)C1=NN(C=C1)C(=O)OC(C)(C)C)C tert-butyl 3-(4,4,5,5-tetramethyl-1,3,2-dioxaborolan-2-yl)pyrazole-1-carboxylate